CN(/C=C(/C(=O)C1=C(C=CC=C1)C(F)(F)F)\C1=CC(=CC=C1)[C@@H]1CC(CC1)OC(F)(F)F)C (E)-3-(dimethylamino)-2-(3-((1S)-3-(trifluoromethoxy)cyclopentyl)phenyl)-1-(2-(trifluoromethyl)phenyl)prop-2-en-1-one